NC=1C(N(N=C(C1)Cl)C)=O 4-amino-6-chloro-2-methylpyridazin-3(2H)-one